ammonium bicarbonate sodium acetate C(C)(=O)[O-].[Na+].C([O-])(O)=O.[NH4+]